N-(4-((5-(benzyloxy)-3-fluoro-2-(4-methoxy-2-methylphenyl)-1H-indol-1-yl)methyl)phenethyl)-2-fluoroethane-1-amine C(C1=CC=CC=C1)OC=1C=C2C(=C(N(C2=CC1)CC1=CC=C(CCNCCF)C=C1)C1=C(C=C(C=C1)OC)C)F